rac-(1S,5R)-6,6-difluoro-3-oxo-8-azabicyclo[3.2.1]octane-8-carboxylic acid tert-butyl ester C(C)(C)(C)OC(=O)N1[C@H]2CC(C[C@@H]1C(C2)(F)F)=O |r|